hydroxyl-aluminium O[Al]